phenyl-2,5-dihydro-1H-pyrrole C1(=CC=CC=C1)N1CC=CC1